FC(C(=O)O)(F)F.FC(C(=O)O)(F)F.N1CCC(CC1)N1C=NC2=C1C=CC=C2 (piperidin-4-yl)-1H-benzo[d]imidazole bis(2,2,2-trifluoroacetate)